1-(4-methyl-1H-pyrazol-1-yl)cyclopropan-1-ol CC=1C=NN(C1)C1(CC1)O